FC1=CC=2N(C=C1)C(=CN2)C2=C1CNC(C1=C(C=C2)NC2=NC=C(C=C2)N2C[C@H]1CC[C@@H](C2)C1O)=O 4-(7-fluoroimidazo[1,2-a]pyridin-3-yl)-7-((5-((1R,5S)-8-hydroxy-3-aza-bicyclo[3.2.1]octan-3-yl)pyridin-2-yl)amino)isoindolin-1-one